isopropyl 2-((diphenylphosphoryl) thio)-2-phenylacetate C1(=CC=CC=C1)P(=O)(C1=CC=CC=C1)SC(C(=O)OC(C)C)C1=CC=CC=C1